3-chloro-N-(furan-3-ylmethyl)pyridineamide ClC=1C(=NC=CC1)C(=O)NCC1=COC=C1